2-(Cyclopropyl)thiazole-4-boronic acid pinacol ester C1(CC1)C=1SC=C(N1)B1OC(C)(C)C(C)(C)O1